[N+](#[C-])C(C)(C)C 2-isocyano-2-methylpropane